ClC1=C(C=CC(=C1)F)C=1C(=NN(C1NC1=C(C=CC=C1[N+](=O)[O-])OC)C)C 4-(2-chloro-4-fluorophenyl)-N-(2-methoxy-6-nitrophenyl)-1,3-dimethyl-1H-pyrazol-5-amine